4-Chloro-5-(trifluoromethyl)pyridin-2-amine ClC1=CC(=NC=C1C(F)(F)F)N